4-fluoro-N-{phenyl[4-(propan-2-yl)phenyl]methyl}-1-[2-(pyrimidin-2-yl)acetyl]pyrrolidine-2-carboxamide FC1CC(N(C1)C(CC1=NC=CC=N1)=O)C(=O)NC(C1=CC=C(C=C1)C(C)C)C1=CC=CC=C1